N,N'-(1,2-Phenylenebis(methylene))dibenzenesulfonamide C1(=C(C=CC=C1)CNS(=O)(=O)C1=CC=CC=C1)CNS(=O)(=O)C1=CC=CC=C1